O=C1NC(CCC1N1C(C2=CC=CC(=C2C1=O)NCCOCCOCCOCCO)=O)=O 2-(2,6-dioxopiperidin-3-yl)-4-(12-hydroxy-4,7,10-trioxa-1-azadodecan-1-yl)isoindole-1,3-dione